8-bromo-1,2,3,4-tetrahydronaphthalene-1-ol BrC=1C=CC=C2CCCC(C12)O